4-((3-fluorobenzyl)oxy)quinoline FC=1C=C(COC2=CC=NC3=CC=CC=C23)C=CC1